N-[5-chloro-1-(4-cyclopentylphenyl)-6-oxo-pyridazin-4-yl]-2-tetrahydropyran-2-yl-acetamide ClC1=C(C=NN(C1=O)C1=CC=C(C=C1)C1CCCC1)NC(CC1OCCCC1)=O